ClC=1C=C2C(=C3C4(NC(NC13)=O)CCCCC4)OC(=C2)CN(C)CC2=NN=CN2CC 5'-chloro-2'-({[(4-ethyl-4H-1,2,4-triazol-3-yl)methyl](methyl)amino}methyl)-7',8'-dihydro-6'H-spiro[cyclohexane-1,9'-furo[2,3-f]quinazoline]-7'-one